1-[(3R)-tetrahydrofuran-3-yl]Piperidine-4-carboxylic acid hydrazide O1C[C@@H](CC1)N1CCC(CC1)C(=O)NN